1',2',3',6'-tetrahydro-[3,4'-bipyridine]-1'-carboxylate N1=CC(=CC=C1)C=1CCN(CC1)C(=O)[O-]